C1CCC2=CC(=CC=C12)OC1CCN(CC1)C(CN1N=C(C2=C1CCC2)C(=O)N2C[C@H](O[C@H](C2)C)C)=O 1-{4-[(2,3-Dihydro-1H-inden-5-yl)oxy]piperidin-1-yl}-2-{3-[(2R,6S)-2,6-dimethylmorpholin-4-carbonyl]-5,6-dihydrocyclopenta[c]pyrazol-1(4H)-yl}ethan-1-on